tert-butyl 4-[(4-methylbenzenesulfonyl)oxy]azepane-1-carboxylate CC1=CC=C(C=C1)S(=O)(=O)OC1CCN(CCC1)C(=O)OC(C)(C)C